(1,3-difluoropropan-2-yl)-2,3-dihydro-1H-pyrrolo[3,4-c]pyridin-1-one FCC(CF)N1CC=2C=NC=CC2C1=O